7-fluoro-5-[5-[2-(1-methylcyclopropyl)ethynyl]-3,4-dihydro-2H-quinolin-1-yl]-[1,2,4]triazolo[4,3-a]quinazolin-8-amine FC=1C=C2C(=NC=3N(C2=CC1N)C=NN3)N3CCCC1=C(C=CC=C31)C#CC3(CC3)C